(E)-3-(4-methoxyphenyl)-1-(piperazin-1-yl)prop-2-en-1-one COC1=CC=C(C=C1)/C=C/C(=O)N1CCNCC1